CN1N=CC(=C1)C1=CC=2C3=C(N=CC2C=C1)NC=C3C3CCC(CC3)C(=O)O 4-(8-(1-methyl-1H-pyrazol-4-yl)-3H-pyrrolo[2,3-c]isoquinolin-1-yl)cyclohexane-1-carboxylic acid